N,N-diphenylaminopropyltrimethoxysilane C1(=CC=CC=C1)N(C1=CC=CC=C1)CCC[Si](OC)(OC)OC